5-chloro-4-(5-cyclopropoxy-2-methyl-4-nitrophenyl)-1-methyl-1,2,3,6-tetrahydro-pyridine ClC1=C(CCN(C1)C)C1=C(C=C(C(=C1)OC1CC1)[N+](=O)[O-])C